C(C)C(COC(\C(\C)=C/C(=O)OCC(CCCC)CC)=O)CCCC.FC=1C=C(N)C=C(C1OC)OC 3-fluoro-4,5-dimethoxyaniline Bis(2-ethylhexyl)citraconate